CC=1SC2=C(N1)C=C(C(=C2)NCCOCCO)C 2-(2-((2,5-dimethylbenzothiazol-6-yl)amino)ethoxy)ethane-1-ol